4-[6-[[(3aR,5r,6aS)-2-(tetrahydropyran-4-ylmethyl)-3,3a,4,5,6,6a-hexahydro-1H-cyclopenta[c]pyrrol-5-yl]amino]pyridazin-3-yl]-N,N-dimethyl-benzamide O1CCC(CC1)CN1C[C@@H]2[C@H](C1)CC(C2)NC2=CC=C(N=N2)C2=CC=C(C(=O)N(C)C)C=C2